I.N1=CC=CC=C1 pyridine hydroiodic acid salt